(2-(2-cyanopyridin-4-yl)-6-(cyclobutylmethyl)-4-fluorophenyl)carbamoyl-4-(prop-1-en-2-yl)Furan C(#N)C1=NC=CC(=C1)C1=C(C(=CC(=C1)F)CC1CCC1)NC(=O)C=1OC=C(C1)C(=C)C